tert-butyl 4-[5-(3,6-dihydro-2H-pyran-4-yl)-1-{[2-(trimethylsilyl)ethoxy]methyl}pyrazolo[3,4-b]pyridin-3-yl]-3,6-dihydro-2H-pyridine-1-carboxylate O1CCC(=CC1)C=1C=C2C(=NC1)N(N=C2C=2CCN(CC2)C(=O)OC(C)(C)C)COCC[Si](C)(C)C